COC=1C=C(C=CC1C)NC(=O)C1CCC(CC1)N1C(NC2=C(C=CC(=C2C1)C)OC1CN(C1)C(=O)OCCCC)=O butyl 3-((3-((1s,4s)-4-((3-methoxy-4-methylphenyl)carbamoyl)cyclohexyl)-5-methyl-2-oxo-1,2,3,4-tetrahydroquinazolin-8-yl)oxy)azetidine-1-carboxylate